tert-butyl ((1R,3R)-3-((2-(2-(2-aminoethoxy)ethoxy)ethoxy)methyl)cyclopentyl)carbamate NCCOCCOCCOC[C@H]1C[C@@H](CC1)NC(OC(C)(C)C)=O